O=C1NC=2CCCCC2C=C1NC(CC)=O N-(2-oxo-1,2,5,6,7,8-hexahydroquinolin-3-yl)propionamide